3'-methyl-4,4'-bipyridine CC=1C=NC=CC1C1=CC=NC=C1